6,6-difluoro-3-azabicyclo[3.2.0]heptan FC1(C2CNCC2C1)F